C(#N)C(C)(C)C=1C=CC=2N(C1)C(=C(N2)C(=O)OCC)S(=O)(=O)CC ethyl 6-(1-cyano-1-methyl-ethyl)-3-ethylsulfonyl-imidazo[1,2-a]pyridine-2-carboxylate